4-((2S,5R)-4-((S)-1-(4-Chlorophenyl)propyl)-2,5-dimethylpiperazin-1-yl)-2-methyl-1-(((S)-tetrahydrofuran-2-yl)methyl)-1H-[1,2,4]triazolo[3,4-b]purine ClC1=CC=C(C=C1)[C@H](CC)N1C[C@@H](N(C[C@H]1C)C=1C=2N=C(N(C2N2C(N1)=NN=C2)C[C@H]2OCCC2)C)C